C1(=CC=CC=C1)NC1=NC(=NN1CC1=CC(=CC=C1)C(F)(F)F)N N5-phenyl-1-(3-(trifluoromethyl)benzyl)-1H-1,2,4-triazole-3,5-diamine